Cl.FC=1C=CC2=C(CCO2)C1CNC1=NC=C(C=2N1C=NN2)C=2C(=NC=CC2)C N-((5-fluoro-2,3-dihydrobenzofuran-4-yl)methyl)-8-(2-methylpyridin-3-yl)-[1,2,4]triazolo[4,3-c]pyrimidine-5-amine hydrochloride